1,1-bis(4-hydroxy-3-methylphenyl)-1-phenylethane OC1=C(C=C(C=C1)C(C)(C1=CC=CC=C1)C1=CC(=C(C=C1)O)C)C